NC1=NN(C=2N(C([C@H]([C@H](C21)C2=CC=C(C=C2)F)NC(C2=CC(=CC=C2)C(F)(F)F)=O)=O)CC)C2=CC=CC=C2 N-((4S,5S)-3-amino-7-ethyl-4-(4-fluorophenyl)-6-oxo-1-phenyl-4,5,6,7-tetrahydro-1H-pyrazolo[3,4-b]pyridine-5-yl)-3-(trifluoromethyl)benzamide